N-(1-(Imidazo[1,2-a]pyridin-3-carbonyl)indolin-6-yl)-3-((4-methylpiperazin-1-yl)methyl)-5-(trifluoromethyl)benzamid N=1C=C(N2C1C=CC=C2)C(=O)N2CCC1=CC=C(C=C21)NC(C2=CC(=CC(=C2)C(F)(F)F)CN2CCN(CC2)C)=O